FC1(CCC(NC1)C(=O)O)F 5,5-difluoropiperidine-2-carboxylic acid